C(#N)CCN1C2CC(CC1CC2)NC=2N=C(C1=C(N2)NC=C1C#N)NC1=NNC(=C1)C 2-(((3-exo)-8-(2-cyanoethyl)-8-azabicyclo[3.2.1]octan-3-yl)amino)-4-((5-methyl-1H-pyrazol-3-yl)amino)-7H-pyrrolo[2,3-d]pyrimidine-5-carbonitrile